C(C)(C)(C)C1=CC=C(C=N1)N1C(NC(C1=O)(C)C)=O 3-(6-(tert-butyl)pyridin-3-yl)-5,5-dimethylimidazolidine-2,4-dione